The molecule is a fatty acid derivative isolated from the fermentation broth of Alcaligenes sp. YL-02632S. It is an antibiotic with antibacterial activity. It has a role as an antibacterial agent, an antimicrobial agent and a bacterial metabolite. It is a carbamate ester, a fatty acid derivative, an alpha,beta-unsaturated monocarboxylic acid and a secondary carboxamide. CC(C/C=C/C=C/CCC(=C)CC(C)C/C(=C/C(=O)O)/C)CC(=O)CC(CNC(=O)C(C)C(C)OC(=O)N)O